6-trifluoromethyl-3,4-dihydropyridine FC(C1=CCCC=N1)(F)F